4-[(Furan-2-ylmethyl)-amino]-piperidine-1-carboxylic acid tert-butyl ester C(C)(C)(C)OC(=O)N1CCC(CC1)NCC=1OC=CC1